C[C@H]1[C@@H](C[C@H]([C@@H](O1)O[C@H](C)CCCCCCCCCCCCCCC[C@H](CC(=O)O)O)O)O The molecule is an (omega-1)-hydroxy fatty acid ascaroside that is ascr#36 in which the pro-R hydrogen that is beta to the carboxy group is replaced by a hydroxy group. It is a metabolite of the nematode Caenorhabditis elegans. It has a role as a Caenorhabditis elegans metabolite. It is an (omega-1)-hydroxy fatty acid ascaroside, a 3-hydroxy carboxylic acid and a monocarboxylic acid. It derives from an ascr#36 and a (3R,19R)-19-dihydroxyicosanoic acid. It is a conjugate acid of a bhas#36(1-).